(1R,2S)-2-[3-{[2,6-dimethyl-4-(2-phenylethoxy)benzoyl]amino}-4-(trifluoromethyl)phenyl]cyclobutanecarboxylic acid CC1=C(C(=O)NC=2C=C(C=CC2C(F)(F)F)[C@@H]2[C@@H](CC2)C(=O)O)C(=CC(=C1)OCCC1=CC=CC=C1)C